N[C@H](C)C1=CC(=CN2C1=NC(=CC2=O)N2CCOCC2)C(=O)OC(C)C isopropyl 9-[(1R)-1-aminoethyl]-2-morpholino-4-oxo-pyrido[1,2-a]pyrimidine-7-carboxylate